CC=1C=C(C=CC1N1CCC(CC1)N1CCN(CC1)C)NC=1N=C(C2=C(N1)NC=C2)NC=2C=CC=C1CCN(C21)S(=O)(=O)C N2-(3-methyl-4-(4-(4-methylpiperazin-1-yl)piperidin-1-yl)phenyl)-N4-(1-(methylsulfonyl)indolin-7-yl)-7H-pyrrolo[2,3-d]pyrimidine-2,4-diamine